C(C)S(=O)(=O)C=1C(=NC=C(C1)C1=CC(=CC=C1)C(F)(F)F)C1=NN2C(C=C(C=C2)C(F)(F)F)=N1 2-(3-ethylsulfonyl-5-(3-trifluoromethylphenyl)pyridin-2-yl)-7-trifluoromethyl-1,2,4-triazolo[1,5-a]pyridine